C(#N)C=1C=C(COC2=C(C=C(C=C2)NC(=O)C=2C=C3C=NNC3=CC2)N2N=NN=C2)C=CC1 N-(4-((3-cyanobenzyl)oxy)-3-(1H-tetrazol-1-yl)phenyl)-1H-indazole-5-carboxamide